C1=CC=C2C(=C1)C=C(N2)CC(=O)O Indolacetic acid